monopotassium zinc dichloride [Cl-].[Cl-].[Zn+2].[K+]